ClC1=NC=C2C=C(C(N(C2=C1)C)=O)C=1C=NC(=CC1C)C(CC=C)([2H])O 7-chloro-3-(6-(1-hydroxybut-3-en-1-yl-1-d)-4-methylpyridin-3-yl)-1-methyl-1,6-naphthyridin-2(1H)-one